[O-]CC.[Na+] Natrium ethoxid